O1CCC(CC1)CCO 2-(tetrahydropyran-4-yl)ethanol